BrC=1N=C2C(=NC1)N(C(=N2)N2CCC1(CC2)[C@@H](C2=CC=CC=C2C1)N[S@](=O)C(C)(C)C)CC(=O)N 2-(5-bromo-2-((S)-1-(((R)-tert-butylsulfinyl)amino)-1,3-dihydrospiro[indene-2,4'-piperidin]-1'-yl)-1H-imidazo[4,5-b]pyrazin-1-yl)acetamide